C(C)OC(CCCOC1=CC2=CC=C(C=C2C=C1)C=1C(=NC=CC1)SC(C)C)=O 4-[6-(2-isopropylsulfanyl-pyridin-3-yl)-naphthalen-2-yloxy]-butyric acid ethyl ester